(2S,3R,4R,5S)-2-(hydroxymethyl)-1-(4-(trifluoromethyl)phenethyl)piperidine-3,4,5-triol OC[C@@H]1N(C[C@@H]([C@H]([C@@H]1O)O)O)CCC1=CC=C(C=C1)C(F)(F)F